COC1=CC=C(CN(C(=O)N2C=NC=C2)CC2=CC=C(C=C2)OC)C=C1 N,N-bis(4-methoxybenzyl)-1H-imidazole-1-carboxamide